C(CCCCCCCC)N(CCCCCCCCC)CC(=O)N(C)CCCN(C(CN(CCCCCCCCC)CCN(CCCCCCCCC)CCCCCCCCC)=O)C (dinonylamino)-N-(3-(2-((2-(dinonylamino)ethyl)(nonyl)amino)-N-methylacetamido)propyl)-N-methylacetamide